2-(2-((1R,3R)-3-chlorocyclobutyl)-2H-pyrazolo[3,4-b]pyrazin-6-yl)-3-methyl-5-(trifluoromethyl)phenol ClC1CC(C1)N1N=C2N=C(C=NC2=C1)C1=C(C=C(C=C1C)C(F)(F)F)O